6-methyl-N-(1-methylcyclopropyl)-5-[4-(4-propylpyrimidin-2-yl)piperidine-1-carbonyl]furo[2,3-d]pyrimidin-4-amine CC1=C(C2=C(N=CN=C2NC2(CC2)C)O1)C(=O)N1CCC(CC1)C1=NC=CC(=N1)CCC